pyrazolo[4,3-c]pyridin-4-ol N1N=CC=2C(=NC=CC21)O